2,4,6-tris(3,4-dichlorophenyl)cyclotriboroxane ClC=1C=C(C=CC1Cl)B1OB(OB(O1)C1=CC(=C(C=C1)Cl)Cl)C1=CC(=C(C=C1)Cl)Cl